S1C(=CC=C1)C=1OCCN1 2-(thien-2-yl)-4,5-dihydrooxazole